ClC=1C=C2C(=CC(=NC2=CC1)C(F)(F)F)N[C@@H]1C[C@@H](CCC1)NC(=O)C1=CC=2N(C=C1)C=CN2 N-[(1R,3S)-3-{[6-chloro-2-(trifluoromethyl)quinolin-4-yl]amino}cyclohexyl]imidazo[1,2-a]pyridine-7-carboxamide